NC=1C(=NC(=CN1)Br)OC=1C=NN(C1)C1CC2(CN(C2)C(=O)OC(C)(C)C)C1 tert-butyl 6-(4-((3-amino-6-bromopyrazin-2-yl) oxy)-1H-pyrazol-1-yl)-2-azaspiro[3.3]heptane-2-carboxylate